tert-Butyl 4-[4-[[5-[[2-chloro-6-[3-(3,3-dicyclopropylpropoxy)pyrazol-1-yl]pyridine-3-carbonyl]sulfamoyl]-2-pyridyl]amino]butyl]-2,2-dimethyl-pyrrolidine-1-carboxylate ClC1=NC(=CC=C1C(=O)NS(=O)(=O)C=1C=CC(=NC1)NCCCCC1CC(N(C1)C(=O)OC(C)(C)C)(C)C)N1N=C(C=C1)OCCC(C1CC1)C1CC1